[4-(9-amino-5,6,7,8-tetrahydroacridin-2-yl)pyridin-2-yl]benzamide NC=1C=2CCCCC2N=C2C=CC(=CC12)C1=CC(=NC=C1)C1=C(C(=O)N)C=CC=C1